C(C)(=O)OCC1=C(C(=NC(=N1)Cl)N1C[C@@H](N(CC1)C(=O)OC(C)(C)C)CC#N)[N+](=O)[O-] (S)-tert-butyl 4-(6-(acetoxymethyl)-2-chloro-5-nitropyrimidin-4-yl)-2-(cyanomethyl)piperazine-1-carboxylate